O=C1N[C@@H]([C@@H]2CC[C@H]1N2)C(=O)OCC (1S,2S,5R)-ethyl 4-oxo-3,8-diaza-bicyclo[3.2.1]octane-2-carboxylate